2-methyl-4-nitrobenzoic acid CC1=C(C(=O)O)C=CC(=C1)[N+](=O)[O-]